ClC1=C(C(=O)NCC(=O)N[C@@H](CC(C)C)B2OC([C@H]3CSC[C@H](C(O2)=O)N3C)=O)C=C(C=C1)Cl 2,5-dichloro-N-(2-(((R)-3-methyl-1-((1S,7S)-11-methyl-2,6-dioxo-3,5-dioxa-9-thia-11-aza-4-borabicyclo[5.3.1]undecan-4-yl)butyl)amino)-2-oxoethyl)benzamide